4-{6-[6-bromo-8-cyclopentyl-5-methyl-7-oxo-7,8-dihydro-pyrido[2,3-d]pyrimidin-2-ylamino]-pyridin-3-yl}-piperazine-1-carboxylic acid-butyl ester C(CCC)OC(=O)N1CCN(CC1)C=1C=NC(=CC1)NC=1N=CC2=C(N1)N(C(C(=C2C)Br)=O)C2CCCC2